2-hydrazino-3-(trifluoro-methyl)pyridine 4-methylbenzenesulfonate salt CC1=CC=C(C=C1)S(=O)(=O)O.N(N)C1=NC=CC=C1C(F)(F)F